FC1=C(C=C(CNC(=O)C=2OC=C(N2)C2=NC(=NC=C2C)NC2=CC=NN2C)C=C1)C N-(4-fluoro-3-methylbenzyl)-4-(5-methyl-2-((1-methyl-1H-pyrazol-5-yl)amino)pyrimidin-4-yl)oxazole-2-carboxamide